BrC1=C(C(=CC(=C1)C(C(F)(F)F)(C(F)(F)F)F)C(F)(F)F)NC(C1=C(C(=CC=C1)N(C(C1=CC=CC=C1)=O)CC1CC1)F)=O N-[2-bromo-4-(1,1,1,2,3,3,3-heptafluoropropan-2-yl)-6-(trifluoromethyl)phenyl]-3-[N-(cyclopropylmethyl)-benzamido]-2-fluorobenzamide